C1(CC1)C1=NNC(=C1)NC1=CC2=C(C(=NO2)NS(=O)(=O)C2=C(C=C(C=C2OC)N2C(CCC2=O)(C)C)OC)C=C1OC N-{6-[(3-cyclopropyl-1H-pyrazol-5-yl)amino]-5-methoxy-1,2-benzoxazol-3-yl}-4-(2,2-dimethyl-5-oxopyrrolidin-1-yl)-2,6-dimethoxybenzene-1-sulfonamide